sodium 2,4,6-trimethylphenylsulfinate CC1=C(C(=CC(=C1)C)C)S(=O)[O-].[Na+]